(3S,4R,5R,6S)-1-(3,3-difluoro-6-{[2-(2,3,4-trifluorophenyl)-1,3-thiazol-4-yl]methoxy}hexyl)-3,4,5,6-azepanetetrol FC(CCN1C[C@@H]([C@H]([C@@H]([C@H](C1)O)O)O)O)(CCCOCC=1N=C(SC1)C1=C(C(=C(C=C1)F)F)F)F